FC=1C=C(C=CC1)C=1NC(=NN1)S 5-(3-fluorophenyl)-4H-[1,2,4]-triazole-3-thiol